N-(4-cyanonaphthalen-1-yl)-2-(4-((1-(2-(2,6-dioxopiperidin-3-yl)-1,3-dioxoisoindolin-5-yl)piperidin-4-yl)ethynyl)-1H-pyrazol-1-yl)-2-methylpropanamide C(#N)C1=CC=C(C2=CC=CC=C12)NC(C(C)(C)N1N=CC(=C1)C#CC1CCN(CC1)C=1C=C2C(N(C(C2=CC1)=O)C1C(NC(CC1)=O)=O)=O)=O